4-octyloxy-phenyl-phenyliodonium tetraphenylborate C1(=CC=CC=C1)[B-](C1=CC=CC=C1)(C1=CC=CC=C1)C1=CC=CC=C1.C(CCCCCCC)OC1=CC=C(C=C1)[I+]C1=CC=CC=C1